OC1=CC(=NN1C1=NC=CC=C1C(F)(F)F)C(=O)O 5-Hydroxy-1-(3-(trifluoromethyl)pyridin-2-yl)-1H-pyrazole-3-carboxylic acid